tripotassium (1R)-4-biphenyl-4-yl-1-phosphonatobutane C1(=CC=C(C=C1)CCCCP(=O)([O-])[O-])C1=CC=CC=C1.[K+].[K+].[K+]